(S)-(7-chloro-6-fluoro-1-methyl-1,3,4,5-tetrahydro-2H-pyrido[4,3-b]indol-2-yl)(5-methoxypyrimidin-2-yl)methanone ClC=1C=CC=2C3=C(NC2C1F)CCN([C@H]3C)C(=O)C3=NC=C(C=N3)OC